ClC1=C(C=CC=C1)C1=C(C=CC=C1)C1=CC2=CC=CC=C2C=C1C1=CC=CC=C1 2-(2'-chloro-[1,1'-biphenyl]-2-yl)-3-phenyl-naphthalene